4'-azacytidine [C@@H]1([C@H](O)[C@H](O)N(CO)O1)N1C(=O)N=C(N)C=C1